ClC1=NC=C(C(=N1)C1=CC(=CC=C1)C1COC1)F 2-chloro-5-fluoro-4-(3-(oxetan-3-yl)phenyl)pyrimidine